C(C)OC(=O)C=1N=NN(C1)C1=NC=CC=C1.C(C=C)(=O)OC1=CC=C(C=C1)C1(C2=CC=CC=C2C=2C=CC=CC12)C1=CC=C(C=C1)OC(C=C)=O 9,9-bis(4-acryloxyphenyl)fluorene Ethyl-1-(pyridin-2-yl)-1H-1,2,3-triazole-4-carboxylate